ClC1=NC=C(C(=N1)C=1C=NN(C1)C)C(F)(F)F 2-chloro-4-(1-methylpyrazol-4-yl)-5-(trifluoromethyl)pyrimidine